dibenzocyclooctynen tert-butyl-(R)-(1-((1-(4-chlorophenyl)-2-methylpropan-2-yl)amino)-1-oxopropan-2-yl)carbamate C(C)(C)(C)N(C(O)=O)[C@@H](C(=O)NC(CC1=CC=C(C=C1)Cl)(C)C)C.C1=CC=CC=2C#CC=CC3=C(C21)C=CC=C3